N-(5-(4-fluorobenzo[d][1,3]dioxol-5-yl)-1-(3-hydroxy-3-methylbutyl)-1H-pyrazolo[3,4-b]pyridin-3-yl)thiazole-5-carboxamide FC1=C(C=CC=2OCOC21)C=2C=C1C(=NC2)N(N=C1NC(=O)C1=CN=CS1)CCC(C)(C)O